BrC1=C(CC2=C(C=NN2)C(=O)N(C)OC)C=CC(=C1)F 5-(2-bromo-4-fluorobenzyl)-N-methoxy-N-methyl-1H-pyrazole-4-carboxamide